6-(difluoromethyl)pyridazine-4-carboxylic acid FC(C1=CC(=CN=N1)C(=O)O)F